N-(4,4-difluoro-1-hydroxy-2-methylbutan-2-yl)-2-methyl-6-(m-tolyloxy)indolizine-3-carboxamide FC(CC(CO)(C)NC(=O)C1=C(C=C2C=CC(=CN12)OC=1C=C(C=CC1)C)C)F